1-(4-(5-chloro-2-fluorophenyl)-5-(isopropylsulfanyl)thiazol-2-yl)-4-(2,6-dimethylpyridin-4-yl)-3-methyl-1H-pyrazole-5-carboxylic acid ClC=1C=CC(=C(C1)C=1N=C(SC1SC(C)C)N1N=C(C(=C1C(=O)O)C1=CC(=NC(=C1)C)C)C)F